C(#N)C=1C=NN2C1C(=CC(=C2)C=2C=NN(C2C)[C@H]2CN(CC2)C(=O)OC(C)(C)C)N[C@H](C)C2=NC=CC=C2 tert-Butyl (3R)-3-[4-(3-cyano-4-[[(1R)-1-(pyridin-2-yl)ethyl]amino]pyrazolo[1,5-a]pyridin-6-yl)-5-methyl pyrazol-1-yl]pyrrolidine-1-carboxylate